C(C)SC1=C(N=C2N1C=C(C=C2)C(F)(F)F)N2N=CC(=C2)O 1-[3-(ethylthio)-6-(trifluoromethyl)imidazo[1,2-a]pyridin-2-yl]-1H-pyrazol-4-ol